BrC1=CC(=CC(=C1)OC(F)(F)F)C(F)F 1-bromo-3-(difluoromethyl)-5-(trifluoromethoxy)-benzene